1-(isocyanatomethyl)-4-(2,2,2-trifluoroethoxy)benzene N(=C=O)CC1=CC=C(C=C1)OCC(F)(F)F